N-acetyl-L-alanyl-L-alanyl-L-alanine C(C)(=O)N[C@@H](C)C(=O)N[C@@H](C)C(=O)N[C@@H](C)C(=O)O